C(CCC)N(CCC[SiH2]C(OCC)OCC)CCCC (3-dibutylaminopropyl)diethoxymethylsilane